C(C)(C)(C)OC(=O)N1CC(C1)N1N=CC(=C1)C1=C(C=C(C=C1)N)S(N)(=O)=O 3-[4-(4-Amino-2-sulfamoylphenyl)-1H-pyrazol-1-yl]azetidine-1-carboxylic acid tert-butyl ester